isopropyl 2-((4-((2-(dimethylamino)ethyl)(methyl-d3)amino)-2-methoxy-5-nitrophenyl)amino)-4-(3,3,5-trimethyl-2,3-dihydro-1H-pyrrolo[3,2-b]pyridin-1-yl-2,2-d2)pyrimidine-5-carboxylate CN(CCN(C1=CC(=C(C=C1[N+](=O)[O-])NC1=NC=C(C(=N1)N1C(C(C2=NC(=CC=C21)C)(C)C)([2H])[2H])C(=O)OC(C)C)OC)C([2H])([2H])[2H])C